(2R,4R)-6-chloro-N-[3-(4-cyclobutyl-1H-pyrazol-1-yl)bicyclo[1.1.1]pentan-1-yl]-4-hydroxy-3,4-dihydro-2H-1-benzopyran-2-carboxamide ClC=1C=CC2=C([C@@H](C[C@@H](O2)C(=O)NC23CC(C2)(C3)N3N=CC(=C3)C3CCC3)O)C1